C1(=CC(=CC=C1)CC#N)C 2-(m-tolyl)acetonitrile